di(2-ethylhexyl)hexane C(C)C(CC(CCCCC)CC(CCCC)CC)CCCC